C(C)(=O)N1CCC(CC1)C=1C=C(C=CC1)C1N(CCCC1)C(C(=O)NC=1C=NC(=C(C1)C)N)=O 2-(2-(3-(1-acetylpiperidin-4-yl)phenyl)piperidin-1-yl)-N-(6-amino-5-methylpyridin-3-yl)-2-oxoacetamide